tert-butyl 3-(3-chloro-6-pyrazolo[1,5-a]pyridin-3-yl-2-pyridyl)piperidine-1-carboxylate ClC=1C(=NC(=CC1)C=1C=NN2C1C=CC=C2)C2CN(CCC2)C(=O)OC(C)(C)C